C(\C(\C)=C/C(=O)OC1CCCCC1)(=O)OCC monoethyl cyclohexyl citraconate